(2R,3R,4R,5R)-2-(((((2,2-diethoxyethyl) amino) (phenoxy) phosphoryl) oxy) methyl)-5-(2,4-dioxo-3,4-dihydropyrimidin-1(2H)-yl)-4-fluoro-4-methyltetrahydrofuran-3-yl propionate C(CC)(=O)O[C@@H]1[C@H](O[C@H]([C@]1(C)F)N1C(NC(C=C1)=O)=O)COP(=O)(OC1=CC=CC=C1)NCC(OCC)OCC